oxetan-3-yl 3-((chlorosulfonyl)oxy)-2,2-dimethylpropanoate ClS(=O)(=O)OCC(C(=O)OC1COC1)(C)C